[Pd+2].COC(=O)C1=CC2=C(C(=CO2)C)C(=C1)OC Methyl-4-methoxy-3-methylbenzofuran-6-carboxylate Palladium (II)